ClCCOCCCl Di-(2-chloroethyl) ether